BrC1=CC=C2C(=NNC(C2=C1)=O)F 7-bromo-4-fluorophthalazin-1(2H)-one